ClC1=C(C(=O)N2COC3=C(C2)C=CC=C3C3=CC(=C(C(=O)O)C=C3F)N3C2COCC3CC2)C(=CC(=C1)OC[C@@H]1COCC1)Cl 4-[3-[2,6-Dichloro-4-[[(3S)-oxolan-3-yl]methoxy]benzoyl]-2,4-dihydro-1,3-benzoxazin-8-yl]-5-fluoro-2-(3-oxa-8-azabicyclo[3.2.1]octan-8-yl)benzoic acid